C(C)N1N=NNC1=O 4-ethyl-5-oxo-1,4-dihydro-tetrazol